CN(C)CCC N,N-dimethyl-1-propylamine